C(C)(C)(C)[Si](OCC(CN1C(C=2NC3=CC=C(C=C3C2CC1C)F)C1=C(C=C(C=C1F)OC1CN(C1)CCCF)F)(C)F)(C1=CC=CC=C1)C1=CC=CC=C1 2-[3-(tert-butyl-diphenyl-silyloxy)-2-fluoro-2-methyl-propyl]-1-{2,6-difluoro-4-[1-(3-fluoro-propyl)-azetidin-3-yloxy]-phenyl}-6-fluoro-3-methyl-2,3,4,9-tetrahydro-1H-beta-carboline